7-(2-hydroxyethyl)-5-(piperazin-1-yl)-2,3-dihydro-1,4-benzodioxine OCCC=1C=C(C2=C(OCCO2)C1)N1CCNCC1